5-methyl-2-[(2,6,6-trimethylcyclohex-1-en-1-yl)methyl]-1,3-dioxane-5-carbaldehyde CC1(COC(OC1)CC1=C(CCCC1(C)C)C)C=O